BrCCCOC1CCN(CC1)C=1C=C2C(N(C(C2=CC1)=O)C1C(NC(CC1)=O)=O)=O 5-[4-(3-bromopropoxy)-1-piperidyl]-2-(2,6-dioxo-3-piperidyl)isoindoline-1,3-dione